NC1=NC(=NC=2N1N=C(N2)C=2OC=CC2)NCCCC2=CC=C(C=C2)NS(=O)(=O)C=2C=C(C(=C(C(=O)N)C2)O)Cl 5-(N-(4-(3-((7-amino-2-(furan-2-yl)-[1,2,4]triazolo[1,5-a][1,3,5]triazin-5-yl)amino)propyl)phenyl)sulfamoyl)-3-chloro-2-hydroxybenzamide